N-(4-((2,5-dimethyl-4,5-dihydrothiazolo[5,4-c][1,7]naphthyridin-6-yl)amino)-5-(propanoyl-3,3,3-d3)pyridin-2-yl)cyclopropanecarboxamide CC=1SC=2CN(C=3C(=NC=CC3C2N1)NC1=CC(=NC=C1C(CC([2H])([2H])[2H])=O)NC(=O)C1CC1)C